SCCCCCCNC(=O)C1=CC=C(C=C1)N(C(=O)C1=NC=CC=C1)C1=CC=CC=C1 N-(4-((6-mercaptohexyl)carbamoyl)phenyl)-N-phenylpyridine-carboxamide